BrC1=C(OC=2C=C(OCCOC3CCN(CC3)C(=O)OC(C)(C)C)C=CC2)C=CC=C1 tert-butyl 4-[2-[3-(2-bromophenoxy)phenoxy]ethoxy]piperidine-1-carboxylate